BrC=1C(=C(OCCC(C(C)(O[Si](CC)(CC)CC)C2=NC=C(C=C2)F)(F)F)C(=CC1)F)F 2-(5-(3-bromo-2,6-difluorophenoxy)-3,3-difluoro-2-((triethylsilyl)oxy)pentan-2-yl)-5-fluoropyridine